Cl.N[C@H](CC(=O)OC)C methyl (3S)-3-aminobutanoate hydrochloride salt